C(C)C1=NNC(=C1)C(=O)N(C)OC 3-ethyl-N-methoxy-N-methyl-1H-pyrazole-5-carboxamide